ClC1=C(C(=O)N(CCC2CCNCC2)C)C=CC(=C1)NC=1C=2N(C=CN1)C(=CN2)C2=CC=C(C=C2)OC(F)F 2-chloro-4-((3-(4-(difluorometh-oxy)phenyl)imidazo[1,2-a]pyrazin-8-yl)amino)-N-methyl-N-(2-(piperidin-4-yl)ethyl)benzamide